1-[3-Fluoro-4-(2,3,4-trifluorophenyl)phenyl]-4-(5-propyl-tetrahydropyran-2-yl)-cyclohexanol FC=1C=C(C=CC1C1=C(C(=C(C=C1)F)F)F)C1(CCC(CC1)C1OCC(CC1)CCC)O